tert-butyl ((R)-1-(7-((S)-1-(((S)-2-amino-3,3,3-trifluoro-2-methylpropyl)amino)-2-methoxyethyl)imidazo[1,2-b]pyridazin-2-yl)-2-((1,1,1-trifluoro-2-methylpropan-2-yl)oxy)ethyl)carbamate N[C@@](CN[C@H](COC)C1=CC=2N(N=C1)C=C(N2)[C@H](COC(C(F)(F)F)(C)C)NC(OC(C)(C)C)=O)(C(F)(F)F)C